C(C)(C)(C)OC(=O)N(C1=C2N=CN(C2=NC=N1)CC1=C(C2=C(CCO2)C(=C1Br)F)N1C[C@](CC1)(C(=O)OC)NC(=O)OC(C)(C)C)C(=O)OC(C)(C)C methyl (R)-1-(6-((6-(bis(tert-butoxycarbonyl)amino)-9H-purin-9-yl)methyl)-5-bromo-4-fluoro-2,3-dihydrobenzofuran-7-yl)-3-((tert-butoxycarbonyl)amino)pyrrolidine-3-carboxylate